O=S1(CC(C=C1)N1C(C(=CC2=CC=C(C=C12)C(F)(F)F)C(=O)N)=O)=O (1,1-dioxido-2,3-dihydrothiophen-3-yl)-2-oxo-7-(trifluoromethyl)-1,2-dihydroquinoline-3-carboxamide